methoxyphenyl-1-ethanol COC(C)(O)C1=CC=CC=C1